methyl 2-amino-2-methyl-3-phenylpropionate hydrochloride Cl.NC(C(=O)OC)(CC1=CC=CC=C1)C